C(C(C)C)N1N=CC=C1 2-isobutylpyrazol